NC=1N=NC(=CC1N(CCC1=CC=C(C#N)C=C1)CC)C1=C(C=CC=C1)O 4-(2-[[3-amino-6-(2-hydroxyphenyl)pyridazin-4-yl](ethyl)amino]ethyl)benzonitrile